5-(2-(1-isopropyl-1H-pyrazol-4-yl)phenyl)-3-methylenedihydrofuran-2(3H)-one C(C)(C)N1N=CC(=C1)C1=C(C=CC=C1)C1CC(C(O1)=O)=C